1,3-diamino-5-(2-boronoethyl)cyclohexanecarboxylic acid NC1(CC(CC(C1)CCB(O)O)N)C(=O)O